5-(3-Aminobenzo[d]isoxazol-4-yl)-N-(3-chloro-5-(trifluoromethoxy)phenyl)indoline-1-carboxamide NC1=NOC2=C1C(=CC=C2)C=2C=C1CCN(C1=CC2)C(=O)NC2=CC(=CC(=C2)OC(F)(F)F)Cl